(1R,2R)-2-fluoro-N-(5-(6-fluoro-5-(methylthio)-1H-indazol-4-yl)pyrazolo[1,5-a]pyridin-2-yl)cyclopropane-1-carboxamide F[C@H]1[C@H](C1)C(=O)NC1=NN2C(C=C(C=C2)C2=C3C=NNC3=CC(=C2SC)F)=C1